Ethyl 4-(isopropylamino)-6-(1H-pyrazol-4-yl)quinoline-3-carboxylate C(C)(C)NC1=C(C=NC2=CC=C(C=C12)C=1C=NNC1)C(=O)OCC